Cl.CS(=O)(=O)O[C@H]([C@H](C1=CC(=CC=C1)F)C1=C(C(=CC=C1)F)F)[C@@H]1NCCC1.CO[Si](O[Si](O[Si](O[Si](OC)(C)C)(C)C)(C)C)(C)C 1,7-dimethoxy octamethyl tetrasiloxane (1R,2R)-2-(2,3-difluorophenyl)-2-(3-fluorophenyl)-1-((R)-pyrrolidin-2-yl)ethyl methanesulfonate hydrochloride